CC(C)(C)[O-].CC(C)(C)[O-].CC(C)(C)[O-].IC(C(C)I)[Sn+3] 1,2-Diiodopropyl-Tin Tri-Tert-Butoxide